C(#N)C1=CC(=C(C=C1)NS(=O)(=O)C1=CNC(=C1)C1=C(C=CC=C1)OC1CC1)F N-(4-cyano-2-fluorophenyl)-5-(2-cyclopropyloxyphenyl)-1H-pyrrole-3-sulfonamide